4-[[3-fluoro-2-methoxy-propyl]-[4-(5,6,7,8-tetrahydro-1,8-naphthyridin-2-yl)butyl]amino]-2-[[1-[3-(methoxymethyl)pyrazin-2-yl]cyclopropanecarbonyl]amino]butanoic acid FCC(CN(CCC(C(=O)O)NC(=O)C1(CC1)C1=NC=CN=C1COC)CCCCC1=NC=2NCCCC2C=C1)OC